2,4-Dibromo-3-chloro-6-methylphenazin-1-ol BrC1=C(C2=NC3=CC=CC(=C3N=C2C(=C1Cl)Br)C)O